ClC1=C(C(=CC=C1)F)C(C(=O)O)O 2-(2-chloro-6-fluoro-phenyl)-2-hydroxy-acetic acid